fluorine cyclobutene C1=CCC1.[F]